C(C)C1(CC1)C(=O)O 1-ethylcyclopropane-1-carboxylic acid